4,6-di-tert-butylresorcinol C(C)(C)(C)C1=C(C=C(O)C(=C1)C(C)(C)C)O